CCC(CCCCC)C#N octane-3-Carbononitrile